C(C)(=O)C1=CN(C2=CC=C(C=C12)NC=1C=NC=CC1)CC(=O)N(C(C)C)CC(=O)NC1=NC(=CC=C1)Br 2-(3-acetyl-5-(pyridin-3-ylamino)-1H-indol-1-yl)-N-(2-((6-bromopyridin-2-yl)amino)-2-oxoethyl)-N-isopropylacetamide